(2R,3S,4S,5R)-4-[[3-(3,4-Difluorophenyl)-4,5-dimethyl-5-(trifluoromethyl)tetrahydrofuran-2-carbonyl]amino]pyridin-2-carboxamid FC=1C=C(C=CC1F)[C@H]1[C@@H](O[C@]([C@H]1C)(C(F)(F)F)C)C(=O)NC1=CC(=NC=C1)C(=O)N